[Au].[Pb].[Cu] copper lead gold